2-(3-(fluoro(4-methyl-4H-1,2,4-triazol-3-yl)(phenyl)methyl)phenyl)-6-(((1-methylcyclobutyl)amino)methyl)-4-(trifluoromethyl)isoindolin-1-one FC(C=1C=C(C=CC1)N1C(C2=CC(=CC(=C2C1)C(F)(F)F)CNC1(CCC1)C)=O)(C1=CC=CC=C1)C1=NN=CN1C